Cl.C[C@@H]1CN(C[C@@H](N1)C)C1=NC=C(C=N1)C(=O)N(C)C 2-((3r,5s)-3,5-dimethylpiperazin-1-yl)-N,N-dimethylpyrimidine-5-carboxamide hydrochloride